C(#N)C[C@@H]1N(C[C@H](NC1)C)C(=O)OCC1=CC=CC=C1 benzyl (2S,5R)-2-(cyanomethyl)-5-methylpiperazine-1-carboxylate